2-(2-methyl-6-(2,2,6,6-tetramethylmorpholino)pyridin-3-yl)spiro[3.3]heptane-2,6-diamine CC1=NC(=CC=C1C1(CC2(C1)CC(C2)N)N)N2CC(OC(C2)(C)C)(C)C